(S)-1-(1-(6-chloro-4-oxo-3,4-dihydrophthalazin-1-yl)ethyl)-3-(4-fluorophenyl)-1-isobutylurea ClC=1C=C2C(NN=C(C2=CC1)[C@H](C)N(C(=O)NC1=CC=C(C=C1)F)CC(C)C)=O